Br.FC(OC1=CC=C(C=C1)C1=C(C(=NS1)O)C1CNCC1)(F)F 5-(4-trifluoromethoxyphenyl)-4-(3-pyrrolidinyl)-3-hydroxyisothiazole hydrobromide salt